2,5-dioxopyrrolidin-1-yl 26-azido-3,6,9,12,15,18,21,24-octaoxahexacosanoate N(=[N+]=[N-])CCOCCOCCOCCOCCOCCOCCOCCOCC(=O)ON1C(CCC1=O)=O